2-[(4-{2-[(4-chloro-2-fluorobenzyl)oxy]-5-fluoropyrimidin-4-yl}piperazin-1-yl)methyl]-1-[(2S)-oxetan-2-ylmethyl]-1H-benzimidazole-6-carboxylic acid ClC1=CC(=C(COC2=NC=C(C(=N2)N2CCN(CC2)CC2=NC3=C(N2C[C@H]2OCC2)C=C(C=C3)C(=O)O)F)C=C1)F